FC1([C@@H]([C@@H](N(C1)C(=O)C1CC(C1)F)CC=1C(=C(C=CC1)C1=CC(=CC(=C1)F)F)F)NS(=O)(=O)C)F N-{(2S,3R)-4,4-difluoro-1-((1r,3S)-3-fluorocyclobutane-1-carbonyl)-2-[(2,3',5'-trifluoro[1,1'-biphenyl]-3-yl)methyl]pyrrolidin-3-yl}methanesulfonamide